CC1(C2CCC34C(O3)C(C(=O)C=C4C2(CC(=O)C1O)C)(C)C=C)C The molecule is an organic heterotetracyclic compound that is ent-pimara-9(11),15-diene which is substituted by oxo groups at position 2 and 12, by a beta-epoxide at the 8,14 position, and by an alpha-hydroxy group at position 3. It has a role as a plant metabolite. It is an enone, a secondary alpha-hydroxy ketone, an epoxide and an organic heterotetracyclic compound. It derives from a hydride of an ent-pimara-9(11),15-diene.